[Cl-].[Cl-].C1(=CC=CC=C1)[SiH](C1=CC=CC=C1)[Zr+2](C1C(=CC2=C(C=CC=C12)C1=CC=CC=C1)C)C1C(=CC2=C(C=CC=C12)C1=CC=CC=C1)C diphenylsilylbis(2-methyl-4-phenylindenyl)zirconium dichloride